C(CCCCCCCCCCC)SC1C=C(CCC1C(C)C)C dodecyl-(6-isopropyl-3-methylcyclohex-2-en-1-yl)sulfane